3-nitropyrrolidine-1-carboxylate [N+](=O)([O-])C1CN(CC1)C(=O)[O-]